C(CCC)NC=1N=CC2=C(N(C(C=3C=C(C=CC23)CN2CCOCC2)=O)CC2CCC(CC2)NC(OC(C)(C)C)=O)N1 tert-Butyl (4-((3-(butylamino)-8-(morpholinomethyl)-6-oxopyrimido[4,5-c]isoquinolin-5(6H)-yl)methyl)cyclohexyl)carbamate